2-(5-cyclohexyl-2-methyl-phenoxy)-3,3-dimethoxy-propionic acid C1(CCCCC1)C=1C=CC(=C(OC(C(=O)O)C(OC)OC)C1)C